C1(CC1)C=1C(=C(C(=O)O)C(=CC1OCOC)C)OCOC 3-cyclopropyl-2,4-bis(methoxymethoxy)-6-methylbenzoic acid